N-[4-[2-chloro-3-(4-methylpiperazin-1-yl)phenoxy]-5-ethyl-6-(2-isobutylphenyl)pyrimidin-2-yl]-1-methyl-pyrazole-4-sulfonamide ClC1=C(OC2=NC(=NC(=C2CC)C2=C(C=CC=C2)CC(C)C)NS(=O)(=O)C=2C=NN(C2)C)C=CC=C1N1CCN(CC1)C